C1(CC1)N1C(C2=C(C=C1)NC(=C2C2=CC=CC=C2)C2=CC(=NC=C2)NC([C@H](CC(F)F)C2=CC=C(C=C2)F)=O)=O (2R)-N-[4-(5-Cyclopropyl-4-oxo-3-phenyl-4,5-dihydro-1H-pyrrolo[3,2-c]pyridin-2-yl)pyridin-2-yl]-4,4-difluoro-2-(4-fluorophenyl)butanamid